[C@@H]1([C@@H]([C@H]([C@@H]([C@H]([C@@H]1O)O)O)N=C(N)N)O)N The molecule is a derivative of scyllo-inositol where the 1- and 3-hydroxy groups are replaced by guanidino and amino groups respectively. It derives from a scyllo-inositol. It is a conjugate base of a 1D-3-ammmonio-1-guanidiniumyl-1,3-dideoxy-scyllo-inositol(2+).